5,6-dihydro-4H-indazole N1=NC=C2CCCC=C12